FC1=C(C=CC=C1\N=N\N1CCCC1)[C@H]([C@@H]1N(C2(CC1C2)C)C(=O)OC(C)(C)C)O tert-butyl (R)-3-((R)-(2-fluoro-3-((E)-pyrrolidin-1-yldiazenyl)phenyl)(hydroxy)methyl)-1-methyl-2-azabicyclo[2.1.1]hexane-2-carboxylate